6-((5-Chloro-3-(2,2,2-trifluoroethoxy)pyridine-2-yl)oxy)-7-cyano-3-methyl-N-(4-methyl-1,1-dioxidotetrahydro-2H-thiopyran-4-yl)imidazo[1,2-a]pyridine-2-carboxamide ClC=1C=C(C(=NC1)OC=1C(=CC=2N(C1)C(=C(N2)C(=O)NC2(CCS(CC2)(=O)=O)C)C)C#N)OCC(F)(F)F